2-(methylsulfonyl)-N-(5-nitrothiazol-2-yl)benzamide CS(=O)(=O)C1=C(C(=O)NC=2SC(=CN2)[N+](=O)[O-])C=CC=C1